{[2-(bromomethyl)prop-2-en-1-yl]oxy}(tert-butyl)diphenylsilane BrCC(CO[Si](C1=CC=CC=C1)(C1=CC=CC=C1)C(C)(C)C)=C